2-[4,6-bis(2,4-dimethylphenyl)-1,3,5-triazin-2-yl]-5-[3-(2-ethylhexoxy)-2-hydroxy-propoxy]phenol CC1=C(C=CC(=C1)C)C1=NC(=NC(=N1)C1=C(C=C(C=C1)C)C)C1=C(C=C(C=C1)OCC(COCC(CCCC)CC)O)O